(E)-3-(4-hydroxybenzylidene)-6-chloro-2-(4-hydroxyphenyl)-2,3-dihydro-4H-1-benzopyran-4-one OC1=CC=C(\C=C\2/C(OC3=C(C2=O)C=C(C=C3)Cl)C3=CC=C(C=C3)O)C=C1